Methyl (cis)-3-((4-(2-azidopropan-2-yl)-6-(((R)-7,7,8-trimethyl-5-oxo-7,8-dihydro-5H-pyrano[4,3-b]pyridin-2-yl)amino)-2,7-naphthyridin-1-yl)oxy)cyclobutane-1-carboxylate N(=[N+]=[N-])C(C)(C)C1=CN=C(C2=CN=C(C=C12)NC1=CC=C2C(=N1)[C@H](C(OC2=O)(C)C)C)O[C@H]2C[C@H](C2)C(=O)OC